(S)-Cyanomethyl 4-(methylsulfonyl)-2-(pent-4-enamido)butanoate CS(=O)(=O)CC[C@@H](C(=O)OCC#N)NC(CCC=C)=O